N1=C(C=CC=C1)OC(C1=CC=CC=C1)=O (pyridin-2-yl)benzoate